S1C=NC2=C1C(C=CC=C2)=O 8H-cyclohepta[d]thiazol-8-one